C(C)SC1=NC=NC(=C1C(=O)NC1=CC=CC=C1)C 4-(ethylthio)-6-methyl-N-phenylpyrimidine-5-carboxamide